FC=1C=C2C=NN(C2=C(C1O)F)C1=CC=C(C=C1)C1=CC=C(C=C1)S(=O)(=O)C 5,7-Difluoro-1-(4'-(methylsulfonyl)-[1,1'-biphenyl]-4-yl)-1H-indazol-6-ol